C1(CCCCC1)NC(OC1=CC(=C(C=C1)OC(F)(F)F)C=1C=NC=C(C1)C=1OC=CN1)=O 3-(5-(oxazol-2-yl)pyridin-3-yl)-4-(trifluoromethoxy)phenyl cyclohexylcarbamate